[4-(cyclohexylamino)phenyl]methanol C1(CCCCC1)NC1=CC=C(C=C1)CO